FC(C1=CC=C(C=C1)CN1C2=C(C=C1)SC(=C2C(=O)O)CO[Si](C(C)C)(C(C)C)C(C)C)(F)F 4-[[4-(trifluoromethyl)phenyl]methyl]-2-(triisopropylsilyloxymethyl)thieno[3,2-b]pyrrole-3-carboxylic acid